C1N(CCC2=CC=CC=C12)[C@H]1[C@@H](CN(CC1)C(=O)C1=CC(=NC=N1)NC1CCN(CC1)C(/C(/C)=N/OC)=O)O (E)-1-(4-((6-((3R,4R)-4-(3,4-dihydroisoquinoline-2(1H)-yl)-3-hydroxypiperidine-1-carbonyl)pyrimidine-4-yl)amino)piperidine-1-yl)-2-(methoxyimino)propane-1-one